NC(CC[SiH2]C(OC)OC)C 3-aminobutyl-(dimethoxymethylsilane)